4-(6-(3,9-diazaspiro[5.5]undecan-3-yl)pyridin-3-yl)-6-ethoxy-1H-pyrazolo[3',4':3,4]pyrazolo[1,5-a]pyridine C1CN(CCC12CCNCC2)C2=CC=C(C=N2)C=2C=1N(C=C(C2)OCC)N=C2C1C=NN2